benzyl (3S)-4-[4-{bis[(4-methoxyphenyl)methyl]amino}-8-(trifluoromethyl)pyrazolo[1,5-a][1,3,5]triazin-2-yl]-3-methylpiperazine-1-carboxylate COC1=CC=C(C=C1)CN(C1=NC(=NC=2N1N=CC2C(F)(F)F)N2[C@H](CN(CC2)C(=O)OCC2=CC=CC=C2)C)CC2=CC=C(C=C2)OC